N,N-diisobutylbenzamide CC(C)CN(CC(C)C)C(=O)C1=CC=CC=C1